FC1=C(CN2N=C(C=3C2=NC=CC3)C3=NC(=C(C(=N3)N)N=NC3=CC=CC=C3)N)C=CC=C1 2-[1-(2-fluorobenzyl)-1H-pyrazolo[3,4-b]pyridin-3-yl]-5-[phenyldiazenyl]-4,6-pyrimidinediamine